vinyl-2-(trifluoromethyl)benzamide C(=C)C=1C(=C(C(=O)N)C=CC1)C(F)(F)F